5-(Imidazo[1,2-a]pyrimidin-6-yl)-N-(1-methylpiperidin-4-yl)pyrrolo[2,1-f][1,2,4]triazin-2-amine N=1C=CN2C1N=CC(=C2)C=2C=CN1N=C(N=CC12)NC1CCN(CC1)C